(2S,5R)-5-(N-(allyloxy)-2-nitrophenylsulfonamido)-2-((tert-butyldimethylsilyloxy)methyl)-4-methyl-5,6-dihydropyridine-1(2H)-carboxylic acid tert-butyl ester C(C)(C)(C)OC(=O)N1[C@@H](C=C([C@H](C1)N(S(=O)(=O)C1=C(C=CC=C1)[N+](=O)[O-])OCC=C)C)CO[Si](C)(C)C(C)(C)C